ClC1=C(C(=CC=C1)C1CCN(CC1)C(CF)C)NC(=O)N1CCC(CC1)(C)C1=NOC(=N1)C1CC1 N-{2-chloro-6-[1-(1-fluoropropan-2-yl)piperidin-4-yl]phenyl}-4-(5-cyclopropyl-1,2,4-oxadiazole-3-yl)-4-methylpiperidine-1-carboxamide